C(/C)=C/1\CNCC1=O (3Z,4R)-3-ethylidene-4-oxopyrrolidin